2'-chloro-N-(5-(4-chloronicotinoyl)-5,6-dihydro-4H-pyrrolo[3,4-d]thiazol-2-yl)-5'-methoxy-6-methyl-[4,4'-bipyridine]-3-carboxamide ClC1=NC=C(C(=C1)C1=C(C=NC(=C1)C)C(=O)NC=1SC2=C(N1)CN(C2)C(C2=CN=CC=C2Cl)=O)OC